tertbutyl N-{5-[(2S)-2-[(tert-butoxycarbonyl)amino]propyl]-6-(imidazol-1-yl)thieno[3,2-c][1,2]thiazol-3-yl}-N-(thiophen-2-ylmethyl)carbamate C(C)(C)(C)OC(=O)N[C@H](CC1=C(C2=NSC(=C2S1)N(C(OC(C)(C)C)=O)CC=1SC=CC1)N1C=NC=C1)C